tert-butyl 6-(3-amino-1-ethoxy-1-oxopropan-2-yl)-2-azaspiro[3.3]heptane-2-carboxylate NCC(C(=O)OCC)C1CC2(CN(C2)C(=O)OC(C)(C)C)C1